BrC=1C=CC2=C(N(CCC(=C2)C(=O)O)S(=O)(=O)C2=CC=C(C)C=C2)C1 8-Bromo-1-tosyl-2,3-dihydro-1H-benzo[b]azepine-4-carboxylic acid